C(C)OC(C(=C(C1=CC=CC=C1)C1=CC=CC=C1)C#N)=O ethyl-2-cyano-3,3-diphenylacrylic acid